(R)-1-(1-acryloylpyrrolidin-3-yl)-3-(4-(2-fluoro-3-methoxyphenoxy)phenyl)-1H-imidazo[4,5-c]pyridin-2(3H)-one C(C=C)(=O)N1C[C@@H](CC1)N1C(N(C=2C=NC=CC21)C2=CC=C(C=C2)OC2=C(C(=CC=C2)OC)F)=O